O=C1N([C@@H]2CC[C@H](N1C2)C(OCCN)=N)OS(=O)(=O)O 2-Aminoethyl (2S,5R)-7-oxo-6-(sulfooxy)-1,6-diazabicyclo[3.2.1]octane-2-carbimidate